C(C1=CC=CC=C1)O\N=C\C1=NC2=C(C=CC=C2C=C1)NS(=O)(=O)C1=CC=C(C=C1)C(F)(F)F (E)-N-(2-(((Benzyloxy)imino)methyl)quinolin-8-yl)-4-(trifluoromethyl)benzenesulfonamide